N-(2-hydroxyethyl)-1,3-propanediamine dihydrobromide Br.Br.OCCNCCCN